2-(3-(3-(2-((1-Methyl-1H-pyrazol-4-yl)amino)pyrimidin-4-yl)-8-azabicyclo[3.2.1]oct-2-en-8-yl)azetidin-3-yl)acetonitrile hydrochloride Cl.CN1N=CC(=C1)NC1=NC=CC(=N1)C1=CC2CCC(C1)N2C2(CNC2)CC#N